CC1CNC2=C(O1)N=CC(=C2C)NC2=C(C(NC=C2)=O)C(=O)NC2=CC(=C(C=C2)N2CCN(CC2)C(C)C)F 4-((3,8-dimethyl-2,3-dihydro-1H-pyrido[2,3-b][1,4]oxazin-7-yl)amino)-N-(3-fluoro-4-(4-isopropylpiperazin-1-yl)phenyl)-2-oxo-1,2-dihydropyridine-3-carboxamide